N8-benzyl-N6-cycloheptyl-3-isopropyl-[1,2,4]triazolo[4,3-b]pyridazine-6,8-diamine C(C1=CC=CC=C1)NC=1C=2N(N=C(C1)NC1CCCCCC1)C(=NN2)C(C)C